4,8-dimethyl-2-phosphabicyclo[3.3.1]nonane CC1CPC2C(CCC1C2)C